2-(trifluoromethyl)bromobenzyl bromide FC(C1=C(C(Br)Br)C=CC=C1)(F)F